(S)-1-(4-(3'-chloro-5-fluoro-2-hydroxy-4'-(3-methyl-2-oxo-2,3-dihydro-1H-imidazol-1-yl)-[1,1'-biphenyl]-3-yl)pyridin-2-yl)pyrrolidine-3-carboxamide ClC=1C=C(C=CC1N1C(N(C=C1)C)=O)C1=C(C(=CC(=C1)F)C1=CC(=NC=C1)N1C[C@H](CC1)C(=O)N)O